10-(methylamino)-3,4,7,8,9,10-hexahydro-1H-pyrano[4,3-c]quinolin-5(6H)-one CNC1C=2C3=C(C(NC2CCC1)=O)CCOC3